(4-hydroxycyclohexyl)-5-(4-(3-(3,3,3-trifluoropropyl)-3-azabicyclo[3.1.0]hex-1-yl)phenyl)nicotinamide OC1CCC(CC1)C1=C(C(=O)N)C=C(C=N1)C1=CC=C(C=C1)C12CN(CC2C1)CCC(F)(F)F